BrC=1C(=C(C(=C(C1)N(C(OC(C)(C)C)=O)C(=O)OC(C)(C)C)C#N)O)CCO tert-butyl (5-bromo-2-cyano-3-hydroxy-4-(2-hydroxyethyl)phenyl)(tert-butoxycarbonyl)carbamate